2-(3-bromophenyl)-4,5-dihydro-1H-imidazole BrC=1C=C(C=CC1)C=1NCCN1